N-[(2-fluoro-4-methylphenyl)methyl]-1-({4-[(4-methylpyrazol-1-yl)methyl]phenyl}methyl)-3-(trifluoromethyl)pyrazole-4-carboxamide FC1=C(C=CC(=C1)C)CNC(=O)C=1C(=NN(C1)CC1=CC=C(C=C1)CN1N=CC(=C1)C)C(F)(F)F